N-(3-chloro-5-(methylsulfonamido)phenyl)-1-(5-fluoropyridin-2-yl)-5-(trifluoromethyl)-1H-pyrrole-3-carboxamide ClC=1C=C(C=C(C1)NS(=O)(=O)C)NC(=O)C1=CN(C(=C1)C(F)(F)F)C1=NC=C(C=C1)F